2-[3-(3-cyclopropyl-1,2,4-oxadiazol-5-yl)-6-oxo-1,6-dihydropyridazin-1-yl]-N-ethylacetamide C1(CC1)C1=NOC(=N1)C1=NN(C(C=C1)=O)CC(=O)NCC